2-(2,6-dioxopiperidin-3-yl)-5-(((1S,2R)-2-(3-ethoxyazetidin-1-yl)cyclohexyl)(methyl)amino)isoindoline-1,3-dione O=C1NC(CCC1N1C(C2=CC=C(C=C2C1=O)N(C)[C@@H]1[C@@H](CCCC1)N1CC(C1)OCC)=O)=O